1-[(2R)-1-(2-{1-[2-(trifluoromethyl)phenyl]-1H-pyrazol-4-yl}-1,3-thiazole-4-carbonyl)pyrrolidin-2-yl]methanamine FC(C1=C(C=CC=C1)N1N=CC(=C1)C=1SC=C(N1)C(=O)N1[C@H](CCC1)CN)(F)F